C(C)(=O)N1CC(CCC1)N1C(C(=CC2=C1N=C(N=C2)NC2=CC=C(C=C2)N2CCN(CC2)C)OC2=C(C=CC=C2)[N+](=O)[O-])=O 8-(1-acetyl-3-piperidinyl)-2-[4-(4-methylpiperazin-1-yl)anilino]-6-(2-nitrophenoxy)pyrido[2,3-d]pyrimidin-7-one